bis(diethylamino)bis(cyclopentadienyl)tungsten C(C)N(CC)[W](C1C=CC=C1)(C1C=CC=C1)N(CC)CC